NC1=CC=C(C=N1)C1N(OCC1)C(=O)C1CCN(CC1)C1=NC=CC(=N1)C(=O)N 2-[4-[3-(6-amino-3-pyridinyl)isoxazolidine-2-carbonyl]-1-piperidinyl]pyrimidine-4-carboxamide